N-(2-(cyclopropylamino)-4,5-difluorophenyl)pyridazine-4-carboxamide C1(CC1)NC1=C(C=C(C(=C1)F)F)NC(=O)C1=CN=NC=C1